N1=C(NC2=C1C1=CC=CC=C1C=C2)CCNCCC=2OC=C(N2)C(=O)NCC2=NC=CC=C2OC 2-(2-((2-(3H-naphtho[1,2-d]imidazol-2-yl)ethyl)amino)ethyl)-N-((3-methoxypyridin-2-yl)methyl)oxazole-4-carboxamide